(1S,4R)-N-(3,3-difluoropropyl)-7-azabicyclo[2.2.1]heptan-2-amine FC(CCNC1[C@@H]2CC[C@H](C1)N2)F